N,N,N',N'',N''-penta-methyldiethylenetriamine CN(CCN(CCN(C)C)C)C